CC1=C(C=C2C(=N1)CN(C2=O)CCNC2=NC=CC1=CC=C(C=C21)C2=NOC(=N2)C)OCCC 2-Methyl-6-(2-{[7-(5-methyl-1,2,4-oxadiazol-3-yl)isoquinolin-1-yl]amino}ethyl)-3-propoxy-5H,6H,7H-pyrrolo[3,4-b]pyridin-5-one